6-((2-((3R,4R)-3-amino-4-fluoropiperidin-1-yl)-6-fluoro-5-(trifluoromethyl)-1H-benzo[d]imidazol-1-yl)methyl)nicotinonitrile N[C@@H]1CN(CC[C@H]1F)C1=NC2=C(N1CC1=NC=C(C#N)C=C1)C=C(C(=C2)C(F)(F)F)F